(S)-3,4-Difluoro-N-methyl-5-(6-(1-((tetrahydro-2H-pyran-4-yl)methyl)-1H-pyrazol-4-yl)-5-((tetrahydrofuran-3-yl)amino)pyrazolo[1,5-a]pyrimidin-3-yl)benzamide FC=1C=C(C(=O)NC)C=C(C1F)C=1C=NN2C1N=C(C(=C2)C=2C=NN(C2)CC2CCOCC2)N[C@@H]2COCC2